1-(benzo[b]thiophen-6-yl)ethan-1-ol S1C2=C(C=C1)C=CC(=C2)C(C)O